bis(2-thienyl)pyrrole S1C(=CC=C1)C1=C(NC=C1)C=1SC=CC1